decylpyridinecarboxylic acid hydrazide C(CCCCCCCCC)C=1C(=NC=CC1)C(=O)NN